1-(2-aminopyrimidin-4-yl)piperidine-3-carboxylate NC1=NC=CC(=N1)N1CC(CCC1)C(=O)[O-]